C1(CC1)C1=NC=C2C=CN(C2=N1)[C@H]1[C@H](O)[C@H](O)[C@H](O1)CO cyclopropyl-9-β-D-ribofuranosyl-7-deazapurine